Hexanoic acid 6-(nitrooxy)-(1s,2e)-3-[(1r,2r,3s,5r)-2-[(2Z)-7-(ethylamino)-7-oxo-2-hepten-1-yl]-3,5-dihydroxycyclopentyl]-1-(2-phenylethyl)-2-propen-1-yl ester [N+](=O)([O-])OC1=CC=CC=C1CC[C@@H](\C=C\[C@@H]1[C@H]([C@H](C[C@H]1O)O)C\C=C/CCCC(=O)NCC)OC(CCCCC)=O